N1CC(C1)CN1CCC(CC1)C(=O)N1CCN(CC1)C(=O)C1=C(C=C(C=C1)NC(=O)C=1N(C(=CN1)C=1C(=NN(C1)C1=NC=CC=N1)C(F)(F)F)C)Cl N-[4-[4-[1-(Azetidin-3-ylmethyl)piperidine-4-carbonyl]piperazine-1-carbonyl]-3-chlorophenyl]-1-methyl-5-[1-pyrimidin-2-yl-3-(trifluoromethyl)pyrazol-4-yl]imidazole-2-carboxamide